ClC1=C(C=CC(=C1)[N+](=O)[O-])C(C(=O)OC)C Methyl 2-(2-chloro-4-nitrophenyl)propanoate